[4-[(3aR,6aS)-2-(2-fluoropropyl)-1,3,3a,4,6,6a-hexahydropyrrolo[3,4-c]pyrrol-5-yl]phenyl]boronic acid FC(CN1C[C@H]2CN(C[C@H]2C1)C1=CC=C(C=C1)B(O)O)C